O=C1N(CCC1)C=1C=C2C(=CC=NC2=CC1)C(=O)OC(C)(C)C tert-Butyl 6-(2-oxopyrrolidin-1-yl)quinoline-4-carboxylate